3-phenyl-1-(triisopropylsilyl)pentan (1r,4r)-4-(7-(Isopropylamino)-2-(pyridin-3-yl)thiazolo[5,4-b]pyridin-6-carboxamido)cyclohexylacetat C(C)(C)NC1=C2C(=NC=C1C(=O)NC1CCC(CC1)CC(=O)O)SC(=N2)C=2C=NC=CC2.C2(=CC=CC=C2)C(CC[Si](C(C)C)(C(C)C)C(C)C)CC